1-(6-ethyl-2,6-dimethylcyclohexa-1,3-dien-1-yl)but-2-en-1-one C(C)C1(CC=CC(=C1C(C=CC)=O)C)C